C(C)(=O)N1CCC(CC1)OC=1C(=C(C=CC1)C=1C(N(C(N(C1C)CC1=C(C=CC=C1C(F)(F)F)F)=O)C[C@@H](C1=CC=CC=C1)N(C)C)=O)F (R)-5-(3-((1-acetylpiperidin-4-yl)oxy)-2-fluorophenyl)-3-(2-(dimethylamino)-2-phenylethyl)-1-(2-fluoro-6-(trifluoromethyl)benzyl)-6-methylpyrimidine-2,4(1H,3H)-dione